FC1=CC=C(\C=C/C2=NS(C3=C2C=CC=C3)(=O)=O)C=C1 (Z)-3-(4-Fluorostyryl)benzisothiazole 1,1-dioxide